N=S1(CC2=C(C1)C=CC(=C2)NC=2C(=NC(=C(N2)C)C2=CC=CC=1N(C=NC12)C)C(=O)OC)=O Methyl 3-[(2-imino-2-oxo-1,3-dihydro-2-benzothiophen-5-yl)amino]-5-methyl-6-(1-methylbenzimidazol-4-yl)pyrazine-2-carboxylate